(S*)-1-(3-hydroxy-3-((4-(trifluoromethyl)phenyl)ethynyl)pyrrolidin-1-yl)prop-2-en-1-one O[C@]1(CN(CC1)C(C=C)=O)C#CC1=CC=C(C=C1)C(F)(F)F |o1:1|